N-(2-((7H-pyrrolo[2,3-d]pyrimidin-4-yl)amino)ethyl)-2-(N,N-dimethylsulfamoyl)-3,4,5,6-tetrafluorobenzamide N1=CN=C(C2=C1NC=C2)NCCNC(C2=C(C(=C(C(=C2F)F)F)F)S(N(C)C)(=O)=O)=O